N1N=CC2=NC=CC(=C21)N Pyrazolo[4,3-b]Pyridin-7-amine